C[C@H](CSSCC(C)C(=O)N1CCC[C@H]1C(=O)O)C(=O)N2CCC[C@H]2C(=O)O The molecule is an organic disulfide in which the disulfide bond links two units of captopril. It is a secondary metabolite of captopril. It has a role as a metabolite. It derives from a captopril.